COC(O)C1=CC=CC=C1 methoxyphenyl-methanol